3-((4-carbamoyl-2-fluorophenoxy)methyl)-4-fluorobenzo[b]thiophene-2-carboxylic acid ethyl ester C(C)OC(=O)C1=C(C2=C(S1)C=CC=C2F)COC2=C(C=C(C=C2)C(N)=O)F